C(=O)(O)[C@H](CC(=O)C1=CC2=C(S1)C(=C(C(=C2Cl)OCCCOC2=C(C(=C1CN(CC1=C2)C(C[C@@H](C(=O)O)C)=O)Cl)OC)OC)F)C (S)-4-(6-(3-((2-((S)-3-carboxybutanoyl)-4-chloro-7-fluoro-6-methoxybenzo[b]thiophen-5-yl)oxy)propoxy)-4-chloro-5-methoxy-isoindolin-2-yl)-2-methyl-4-oxobutanoic acid